ethyl-4-(3-chloro-4-(isobutyryloxy)-5-methoxyphenyl)-6-methyl-2-oxo-1,2,3,4-tetrahydropyrimidine C(C)N1C(NC(C=C1C)C1=CC(=C(C(=C1)OC)OC(C(C)C)=O)Cl)=O